C(N)(=O)C=1N(N=C2C1NCCC2N2CCN(CC2)C(=O)OC(C)(C)C)C2=CC=C(C=C2)OC2=C(C=CC=C2)F tert-butyl 4-{3-carbamoyl-2-[4-(2-fluorophenoxy)phenyl]-4,5,6,7-tetrahydro-2H-pyrazolo[4,3-b]pyridin-7-yl}piperazine-1-carboxylate